BrC1=C(C(=CC=C1F)Br)O 2,6-dibromofluorophenol